5-(2-fluoro-6-hydroxy-3-(4-methylthiophen-2-yl)phenyl)-1,2,5-thiadiazolidin-3-one 1,1-dioxide FC1=C(C(=CC=C1C=1SC=C(C1)C)O)N1CC(NS1(=O)=O)=O